C1(=CC=CC=C1)S(=O)(=O)OC(CCC)CCCCCCCCCC.[Na] sodium 4-tetradecyl benzenesulfonate